1-(5-bromopyrimidin-2-yl)-N-[[3-(2,2,2-trifluoro-1,1-dimethyl-ethyl)-1H-1,2,4-triazol-5-yl]methyl]pyrazole-4-carboxamide BrC=1C=NC(=NC1)N1N=CC(=C1)C(=O)NCC1=NC(=NN1)C(C(F)(F)F)(C)C